(6-aminopyridin-2-yl)-N2-(3,5-difluorophenyl)-N4-Isopropyl-1,3,5-triazine-2,4-diamine NC1=CC=CC(=N1)C1=NC(=NC(=N1)NC1=CC(=CC(=C1)F)F)NC(C)C